isobutylidene-diurea C(C(C)C)(NC(=O)N)NC(=O)N